methylpropan-2-ol CCC(C)O